Cl.CN1N=C(C2=CC=C(C=C12)N([C@H]1C[C@@H](NCC1)C)C)C1C(NC(CC1)=O)=O 3-[1-Methyl-6-[methyl-[(2S,4R)-2-methyl-4-piperidyl]amino]indazol-3-yl]piperidine-2,6-dione hydrochloride